N-(1-methyl-4-oxo-2-(trifluoromethyl)-1,4-dihydroquinolin-7-yl)aminosulfonamide CN1C(=CC(C2=CC=C(C=C12)NNS(=O)=O)=O)C(F)(F)F